FP(F)F.[Co] cobalt trifluorophosphine